ClCC(N)=NO chloroethanamidoxime